5-((4-chlorophenyl)amino)-2,4-diphenyl-4H-imidazol-4-ol ClC1=CC=C(C=C1)NC=1C(N=C(N1)C1=CC=CC=C1)(O)C1=CC=CC=C1